Germanium hydroxid [Ge](O)O